4-((4-((tert-butyldimethylsilyl)oxy)phenyl)amino)-1,5-dimethyl-1H-pyrrole-2-carbonitrile [Si](C)(C)(C(C)(C)C)OC1=CC=C(C=C1)NC=1C=C(N(C1C)C)C#N